FC(C(=O)O)(F)F.FC(=CCC(C1=CC(=CC=C1)S(=O)(=O)CCOC)N1N=CC(=C1)C=1C2=C(N=CN1)NC=C2)F 4-[1-(4,4-difluoro-1-{3-[(2-methoxyethyl)sulfonyl]phenyl}-but-3-en-1-yl)-1H-pyrazol-4-yl]-7H-pyrrolo[2,3-d]pyrimidine trifluoroacetate